ClC=1C(=C(C=CC1)C1(C[C@H](N([C@H](C1)C)C(C=C)=O)C)NC1=CC=C2C(C(N(C2=C1)C)=O)(C)C)C (rac)-6-{[(2R,6s)-4-(3-Chloro-2-methylphenyl)-2,6-dimethyl-1-(prop-2-enoyl)piperidin-4-yl]amino}-1,3,3-trimethylindol-2-one